C(C)OC(C1=CC(=C(C=C1)O)O)=O.C(C)(C)[Si](OC(C)C)(OC(C)C)OC(C)C i-propyl-tri-iso-propoxysilane ethyl-3,4-dihydroxy-benzoate